ClC1=C(C=CC(=C1)NC=1C=2N(C=CN1)C(=CN2)C=2C(=NNC2)C(F)(F)F)C(=O)N2CCN(CC2)C(=O)C2(CCNCC2)O [2-chloro-4-[[3-[3-(trifluoromethyl)-1H-pyrazol-4-yl]imidazo[1,2-a]pyrazin-8-yl]amino]phenyl]-[4-(4-hydroxypiperidine-4-carbonyl)piperazin-1-yl]methanone